BrC=1C=C(C=C(C1)Cl)C1N(CC(CC1)=O)C(=O)OC(C)(C)C tert-butyl 2-(3-bromo-5-chloro-phenyl)-5-oxo-piperidine-1-carboxylate